2-[(1-Benzylpiperidin-4-yl)methyl]-4-(piperidin-1-yl)-2,3-dihydropyridazin-3-on Hydrochlorid Cl.C(C1=CC=CC=C1)N1CCC(CC1)CN1N=CC=C(C1=O)N1CCCCC1